FC(C(COC(=O)[C@H]1[C@@H](CC1)C1=CC=CC2=CC=CC=C12)C(F)(F)F)(F)F Trans-3,3,3-trifluoro-2-(trifluoromethyl)propyl-2-(naphthalen-1-yl)cyclobutane-1-carboxylate